(5S)-5-[[[6-[3-[2-[1-(Azetidin-3-yl)pyrazol-4-yl]-3-chloro-4-pyridyl]-2-chloro-phenyl]-2-methoxy-3-pyridyl]methylamino]methyl]pyrrolidin-2-one N1CC(C1)N1N=CC(=C1)C1=NC=CC(=C1Cl)C=1C(=C(C=CC1)C1=CC=C(C(=N1)OC)CNC[C@@H]1CCC(N1)=O)Cl